ClC=1C(=NC(=NC1)N[C@H]1C[C@H](CCC1)C(=O)OC)C=1CNCC1 cis-methyl 3-((5-chloro-4-(2,5-dihydro-1H-pyrrol-3-yl)pyrimidin-2-yl)amino)cyclohexane-1-carboxylate